O=C(CCC=1N=C(N(C1)C1=CC=CC=C1)NC(C1=CN=CC(=C1)C=1C=NN(C1)COCC[Si](C)(C)C)=O)NC1=CC=CC=C1 N-(4-(3-oxo-3-(phenylamino)propyl)-1-phenyl-1H-imidazol-2-yl)-5-(1-((2-(trimethylsilyl)ethoxy)methyl)-1H-pyrazol-4-yl)nicotinamide